P(=O)(O)(O)C1=CC=C2CCC3(C2=C1)CCC(CC3)C(=O)O 6'-phosphono-2',3'-dihydrospiro[cyclohexane-1,1'-indene]-4-carboxylic acid